O[C@H]1[C@H]2[C@@H]3CC[C@H]([C@@H](CCCC(C)C)C)[C@]3(CC[C@@H]2[C@]2(CCC(CC2=C1)=O)C)C 7alpha-hydroxy-cholest-5-en-3-one